N-(4-{1-[(1,3-benzothiazol-6-yl)carbonyl]piperidin-4-yl}butyl)imidazo[1,2-a]pyridine-6-carboxamide S1C=NC2=C1C=C(C=C2)C(=O)N2CCC(CC2)CCCCNC(=O)C=2C=CC=1N(C2)C=CN1